C(\C=C\C=C\C(=O)[O-])(=O)[O-] Muconat